NC1=NC=CC(=C1Cl)SC=1N=CC(=NC1)N1CCC2(CCC[C@H]2N)CC1 (R)-8-(5-((2-amino-3-chloropyridin-4-yl)thio)pyrazin-2-yl)-8-azaspiro[4.5]decan-1-amine